BrC1=C(N(C(C(=C1)C(=O)NCC1=CC=C(C=C1)Cl)=O)CCO)C(=O)NCCSC 3-bromo-N5-(4-chlorobenzyl)-1-(2-hydroxyethyl)-N2-(2-(methylthio)ethyl)-6-oxo-1,6-dihydropyridine-2,5-dicarboxamide